FC=1C=C(C=NC1)[C@H]1[C@@H](CN(C1)CCOC)NC(=O)NC1=C(C(=NN1C1=CC=CC=C1)C1=CC=CC=C1)C 1-(trans-4-(5-fluoropyridin-3-yl)-1-(2-methoxyethyl)pyrrolidin-3-yl)-3-(4-methyl-1,3-diphenyl-1H-pyrazol-5-yl)urea